C(C#C)NC1C=NC2=NC=NC(=C12)N 7-deaza-7-propargylamino-adenine